COC=1C=C(CN2C(C=CC(=C2)C2=NC(=NC(=C2)C(F)(F)F)S(=O)(=O)CCC(N2CCCCC2)=O)=O)C=CC1OC 1-(3,4-dimethoxybenzyl)-5-(2-((3-oxo-3-(piperidin-1-yl)propyl)sulfonyl)-6-(trifluoromethyl)pyrimidin-4-yl)pyridin-2(1H)-one